(1S,3S,4S)-2-(3-chloro-4H-thieno[3,2-b]pyrrole-5-carbonyl)-N-((S)-1-cyano-2-((R)-2-oxopyrrolidin-3-yl)ethyl)-5,5-difluoro-2-azabicyclo[2.2.2]octane-3-carboxamide ClC1=CSC2=C1NC(=C2)C(=O)N2[C@@H]1CC([C@H]([C@H]2C(=O)N[C@@H](C[C@@H]2C(NCC2)=O)C#N)CC1)(F)F